2-(3-((3-hydroxypyrrolidin-1-yl)methyl)-1,7-naphthyridin-8-yl)pyridine OC1CN(CC1)CC=1C=NC2=C(N=CC=C2C1)C1=NC=CC=C1